4-(8-fluoro-7-(8-fluoronaphthalen-1-yl)-2-((hexahydro-1H-pyrrolizine-7a-yl)methoxy)pyrido[4,3-d]pyrimidin-4-yl)-1,4-oxaazepane-6-carboxamide FC1=C(N=CC2=C1N=C(N=C2N2CCOCC(C2)C(=O)N)OCC21CCCN1CCC2)C2=CC=CC1=CC=CC(=C21)F